2,3-dimethyl-4-(3-(3-methylene-2-oxopyrrolidin-1-yl)phenyl)-1H-indole-7-carboxamide CC=1NC2=C(C=CC(=C2C1C)C1=CC(=CC=C1)N1C(C(CC1)=C)=O)C(=O)N